(3-Chloro-4-fluorophenyl)-[7-methoxy-6-(3-morpholin-4-yl-propoxy)-quinazolin-4-yl]-amine ClC=1C=C(C=CC1F)NC1=NC=NC2=CC(=C(C=C12)OCCCN1CCOCC1)OC